Cl.C(C)N(CCNC(=O)C=1C(=C(NC1C)\C=C\1/C(N(C2=CC=C(C=C12)F)C(=O)N[C@@H](CCCCN)C(=O)OC)=O)C)CC methyl (Z)-(3-((4-((2-(diethylamino) ethyl) carbamoyl)-3,5-dimethyl-1H-pyrrol-2-yl) methylene)-5-fluoro-2-oxoindoline-1-carbonyl)-L-lysinate hydrochloride